2-(1-adamantyl)-6-chlorodibenzo[g,p]chrysene C12(CC3CC(CC(C1)C3)C2)C=2C=CC3=C(C=1C4=CC=CC=C4C4=C(C1C=1C=CC(=CC31)Cl)C=CC=C4)C2